ClC1=C(C=C(N)C=C1)C1=NN(C=N1)C 4-chloro-3-(1-methyl-1H-1,2,4-triazol-3-yl)aniline